anti-Xylose O=C[C@H](O)[C@@H](O)[C@H](O)CO